C(OCCCCCCCCCCCCCC)([O-])=O Tetradecyl carbonate